CC1(OB(OC1(C)C)C1=CC=CC=2C(=NOC21)CC(=O)OCC)C ethyl 2-(7-(4,4,5,5-tetramethyl-1,3,2-dioxaborolan-2-yl)benzo[d]isoxazol-3-yl)acetate